alpha-fructosyl-valyl-histidyl-leucyl-threonyl-prolyl-glutamic acid OC[C@]1([C@@H](O)[C@H](O)[C@H](O1)CO)N[C@@H](C(C)C)C(=O)N[C@@H](CC1=CNC=N1)C(=O)N[C@@H](CC(C)C)C(=O)N[C@@H]([C@H](O)C)C(=O)N1[C@@H](CCC1)C(=O)N[C@@H](CCC(=O)O)C(=O)O